1-(7-bromo-6-hydroxyindol-5-yl)ethan-1-one BrC=1C(=C(C=C2C=CNC12)C(C)=O)O